COC1=C(C=CC=C1[N+](=O)[O-])C1=NN(C=N1)C (2-methoxy-3-nitrophenyl)-1-methyl-1H-1,2,4-triazole